BrC1=C(C=C(C(=C1)OC)OC)O 2-bromo-4,5-dimethoxyphenol